O-methoxyethyl-guanosine COCCO[C@H]1[C@@H](O[C@@H]([C@H]1O)CO)N1C=NC=2C(=O)NC(N)=NC12